COC(C1=C(C=CC(=C1)Cl)OCC=1N(C=CN1)CCN(C)C(=O)OC(C)(C)C)=O.C(C)(C)[NH+](C(C)C)CC N,N-diisopropyl-ethyl-ammonium methyl-2-[[1-[2-[tert-butoxycarbonyl(methyl)amino]ethyl]imidazol-2-yl]methoxy]-5-chloro-benzoate